(S)-2-methyl-6-(5-methyl-6-morpholino-1H-benzo[d]imidazol-2-yl)-7-((1-(pyrimidin-2-yl)propyl)amino)-2H-pyrazolo[4,3-b]pyridin-5(4H)-one CN1N=C2C(NC(C(=C2N[C@@H](CC)C2=NC=CC=N2)C2=NC3=C(N2)C=C(C(=C3)C)N3CCOCC3)=O)=C1